allyloxysilane C(C=C)O[SiH3]